C(C)OC(=O)C=1C(=CC(N2CCCC12)=O)O 7-hydroxy-5-oxo-1,2,3,5-tetrahydroindolizine-8-carboxylic acid ethyl ester